N1(CCCCC1)S(=O)(=O)CCCCC(=O)NC=1C=C(C=C(C1)C(F)(F)F)NC(=O)[N-]C1=C[N+](=NO1)CC1=NC=CC=C1 ((3-(5-(Piperidin-1-ylsulfonyl)pentanamido)-5-(trifluoromethyl)phenyl)carbamoyl)(3-(pyridin-2-ylmethyl)-1,2,3-oxadiazol-3-ium-5-yl)amide